N-(4'-((2-(1,1-difluoroethyl)pyrimidin-4-yl)amino)-5-(2-hydroxypropan-2-yl)-[2,3'-bipyridin]-6'-yl)acetamide FC(C)(F)C1=NC=CC(=N1)NC1=C(C=NC(=C1)NC(C)=O)C1=NC=C(C=C1)C(C)(C)O